NC1=NC=CC(=C1Cl)OC1=C(C=C(C=C1)NC1=NC=CC=C1C(=O)NC1=CC=CC=C1)F 2-[(4-[(2-amino-3-chloropyridin-4-yl)oxy]-3-fluorophenyl)amino]-N-phenylpyridine-3-carboxamide